(5S,6S)-5-(4-(4-(Dimethoxymethyl)piperidin-1-yl)-3-fluorophenyl)-6-(tetrahydro-2H-pyran-4-yl)-5,6,7,8-tetrahydronaphthalen-2-ol COC(C1CCN(CC1)C1=C(C=C(C=C1)[C@H]1C=2C=CC(=CC2CC[C@H]1C1CCOCC1)O)F)OC